3-(((2R,3S)-3-(3,3-difluoropropyl)-2-fluoro-5-(4-fluorophenyl)-1,1-dioxido-7-(trifluoromethyl)-2,3,4,5-tetrahydrobenzo[b][1,4]thiazepin-8-yl)oxy)-2,2-dimethylpropanoic acid FC(CC[C@H]1CN(C2=C(S([C@H]1F)(=O)=O)C=C(C(=C2)C(F)(F)F)OCC(C(=O)O)(C)C)C2=CC=C(C=C2)F)F